N1N=CC=C1C=1C=C(C2=CC=CC=C2C1)[C@@H](C)NC(=O)C=1C=C(C=CC1C)NC(=O)[C@@H]1N(CCCC1)C(=O)OC(C)(C)C |o1:15| Tert-butyl (R)-2-((3-(((R*)-1-(3-(1H-pyrazol-5-yl)naphthalen-1-yl)ethyl)carbamoyl)-4-methylphenyl)carbamoyl)piperidine-1-carboxylate